ClC1=C(CC2=C(C=CC=C2)S)C=CC(=C1)Cl 2,4-dichlorobenzylthiophenol